S1C(=NC2=C1C=CC=C2)NC2=C(C1=C(N=N2)N(CCC1)C=1SC(=C(N1)C(=O)O)CCCOC1=C(C=C(C=C1)CCNC)F)C 2-{3-[(1,3-Benzothiazol-2-yl)amino]-4-methyl-5H,6H,7H,8H-pyrido[2,3-c]pyridazin-8-yl}-5-(3-{2-fluoro-4-[2-(methylamino)ethyl]phenoxy}propyl)-1,3-thiazole-4-carboxylic acid